C1N(CCC2=CC=CC=C12)[C@H](C(F)(F)F)C=1OC=C(C(C1)=O)OCC1CCN(CC1)S(=O)(=O)C (S)-2-(1-(3,4-dihydroisoquinolin-2(1H)-yl)-2,2,2-trifluoroethyl)-5-((1-(methylsulfonyl)piperidin-4-yl)methoxy)-4H-pyran-4-one